ClC1=CC(=C(C=C1)C1=NC(=CC=2N=C(N(C(C21)=O)C)C)N2C[C@H](OC[C@H]2C)C=2C=NN(C2)C)F 5-(4-chloro-2-fluoro-phenyl)-2,3-dimethyl-7-((2R,5R)-5-methyl-2-(1-methyl-1H-pyrazol-4-yl)-4-morpholinyl)pyrido[4,3-d]-pyrimidin-4(3H)-one